2,6-dimethyl-2-heptanol CC(C)(CCCC(C)C)O